tert.-butyl-ethylether C(C)(C)(C)OCC